C(C)(C)[Si](OCC(=O)O)(C(C)C)C(C)C 2-((triisopropylsilyl)oxy)acetic acid